ClC=1C=C(C(=NC1)OC)S(=O)(=O)NC1=CC(=C(C=C1)F)C1=CC2=C(N=C(N=C2)NCC)N2C1=NC=C2 5-Chloro-N-(3-(2-(ethylamino)imidazo[1',2':1,6]pyrido[2,3-d]pyrimidin-6-yl)-4-fluorophenyl)-2-methoxypyridine-3-sulfonamide